(4-amino-3-((2-methoxyethyl)amino)phenyl)cyclopropane-1-carboxylic acid methyl ester COC(=O)C1(CC1)C1=CC(=C(C=C1)N)NCCOC